6-(3-chloro-5-fluorophenyl)-N-(1-methyl-2-oxo-1,2-dihydropyrimidin-5-yl)pyrimidine-4-carboxamide ClC=1C=C(C=C(C1)F)C1=CC(=NC=N1)C(=O)NC=1C=NC(N(C1)C)=O